CC1CC2=C(NN=C2C(=O)O)CO1 5-methyl-1,4,5,7-tetrahydropyrano[3,4-c]pyrazole-3-carboxylic acid